5-Chloro-3-methyl-2-{7-[(oxolan-3-yl)methyl]-7H-pyrrolo[2,3-c]pyridazin-3-yl}phenol ClC=1C=C(C(=C(C1)O)C1=CC2=C(N=N1)N(C=C2)CC2COCC2)C